(2S,3S,4R,5R,6R)-2-(4-chloro-3-(4-ethoxyphenyl)phenyl)-6-((triphenylmethoxy)methyl)tetrahydro-2H-pyran ClC1=C(C=C(C=C1)[C@H]1O[C@H](CCC1)COC(C1=CC=CC=C1)(C1=CC=CC=C1)C1=CC=CC=C1)C1=CC=C(C=C1)OCC